COCC1=C(N=CC=2N(C3=CC=C(C=C3C21)OCCN2CCOCC2)C(=O)OC(C)(C)C)C(=O)OCC 9-(tert-butyl) 3-ethyl 4-(methoxymethyl)-6-(2-morpholinoethoxy)-9H-pyrido[3,4-b]indole-3,9-dicarboxylate